C(C)OCC1=CC=C(OC2CN(C2)C=2C(=C(C(=O)O)C=CC2)N2C=CC=C2)C=C1 3-(3-(4-(ethoxymethyl)phenoxy)azetidin-1-yl)-2-(1H-pyrrol-1-yl)benzoic acid